P(=O)(OCCCCCCCCC(C=C)=O)([O-])[O-] acryloyloctyl phosphate